4'-((3-(2-ethynylthiazol-4-yl)ureido)methyl)-N-methyl-[1,1'-biphenyl]-2-sulfonamide C(#C)C=1SC=C(N1)NC(NCC1=CC=C(C=C1)C=1C(=CC=CC1)S(=O)(=O)NC)=O